4,4'-dithiobis(2,6-di-tert-butylphenol) C(C)(C)(C)C1=C(C(=CC(=C1)SSC1=CC(=C(C(=C1)C(C)(C)C)O)C(C)(C)C)C(C)(C)C)O